iron indium sulfide [In]=S.[Fe]